C(O)O methane-diol